2-(2-(3-((R)-1-(2,6-dichloro-3-cyclopropylphenyl)ethyl)-3H-[1,2,3]triazolo[4,5-d]pyrimidin-5-yl)phenyl)propanoic acid ClC1=C(C(=CC=C1C1CC1)Cl)[C@@H](C)N1N=NC2=C1N=C(N=C2)C2=C(C=CC=C2)C(C(=O)O)C